OCC#CC1=CC=C2CN(C(C2=C1)=O)C1C(NC(CC1)=O)=O 3-(6-(3-hydroxypropan-1-yn-1-yl)-1-oxoisoindolin-2-yl)piperidine-2,6-dione